C(C)OC1=C(C(=O)NC(C)C2=CC(=CC=C2)C=2SC=CN2)C=C(C=C1)NC(C)=O 2-ethoxy-5-acetamido-N-(1-(3-(thiazol-2-yl)phenyl)ethyl)benzamide